C(C)N1CCC2(CC2C(=O)N[C@@H](CCCCCC(CC)=O)C=2N=C(NC2C=2C=NNC2)C2=CC=C(C=C2)F)CC1 6-ethyl-N-((S)-1-(2-(4-fluorophenyl)-5-(1H-pyrazol-4-yl)-1H-imidazol-4-yl)-7-oxononyl)-6-azaspiro[2.5]octane-1-carboxamide